4-amino-9-(2-((1R,3S,5R)-3-((6-bromopyridin-2-yl)carbamoyl)-2-azabicyclo[3.1.0]hex-2-yl)-2-oxoethyl)-9H-pyrimido[4,5-b]indole-8-carboxylic acid NC1=NC=NC=2N(C3=C(C=CC=C3C21)C(=O)O)CC(=O)N2[C@@H]1C[C@@H]1C[C@H]2C(NC2=NC(=CC=C2)Br)=O